N[C@H](C(=O)NC=1C=C2CC(CC2=CC1)(N1C(NC(C1)C(F)(F)F)=O)C(C)(C)O)C(C1CC1)C1CC1 (2S)-2-amino-3,3-dicyclopropyl-N-(2-(2-hydroxypropan-2-yl)-2-(2-oxo-4-(trifluoromethyl)imidazolidin-1-yl)-2,3-dihydro-1H-inden-5-yl)propanamide